4-(((4-(4-(trifluoromethyl)phenyl)phthalazin-1-yl)amino)methyl)tetrahydro-2H-pyran-4-ol FC(C1=CC=C(C=C1)C1=NN=C(C2=CC=CC=C12)NCC1(CCOCC1)O)(F)F